CC=1NC2=CC=CC=C2C1CCNC1CCC2=CC(=CC=C12)/C=C/C(=O)OC methyl (E)-3-(1-((2-(2-methyl-1H-indol-3-yl)ethyl)amino)-2,3-dihydro-1H-inden-5-yl)acrylate